ClC1=CC(=NC(=C1C#N)C(F)(F)F)N1CCC(CC1)C1=C(C=NN1C)C 4-chloro-6-(4-(1,4-dimethyl-1H-pyrazol-5-yl)piperidin-1-yl)-2-(trifluoromethyl)nicotinonitrile